nonyl 8-[benzyl-[8-(1-octylnonoxy)-8-oxo-octyl]amino]octanoate C(C1=CC=CC=C1)N(CCCCCCCC(=O)OCCCCCCCCC)CCCCCCCC(=O)OC(CCCCCCCC)CCCCCCCC